1-(pyrimidin-4-yl)pyrrolidin-3-yl 2-(3,5-dichlorophenyl)benzo-[d]oxazole-6-carboxylate ClC=1C=C(C=C(C1)Cl)C=1OC2=C(N1)C=CC(=C2)C(=O)OC2CN(CC2)C2=NC=NC=C2